C=1N=CN2C1C1=CC=CC=C1[C@@H]2[C@@H]2CCC([C@@H]2O)(C)C (1R,5s)-5-((s)-5H-imidazo[5,1-a]isoindol-5-yl)-2,2-dimethylcyclopentan-1-ol